chloro-N-(2,2-difluoroethyl)-[2,4'-bipyridine] ClC1=C(N(CC=C1)CC(F)F)C1=CC=NC=C1